N-(3-chlorophenyl)-N-[[4-[5-(difluoromethyl)-1,3,4-oxadiazol-2-yl]-2-fluoro-phenyl]methyl]-1-imino-1-oxo-1,4-thiazine-4-sulfonamide ClC=1C=C(C=CC1)N(S(=O)(=O)N1C=CS(C=C1)(=O)=N)CC1=C(C=C(C=C1)C=1OC(=NN1)C(F)F)F